(3',4',5'-trifluoro-[1,1'-biphenyl]-2-yl)-4-(5-(trifluoromethyl)-1,2,4-oxadiazol-3-yl)benzamide ethyl-2-(diethoxyphosphoryl)acetate C(C)OC(CP(=O)(OCC)OCC)=O.FC=1C=C(C=C(C1F)F)C1=C(C=CC=C1)C1=C(C(=O)N)C=CC(=C1)C1=NOC(=N1)C(F)(F)F